C1(=CC=CC=C1)N1N=CC(=C1)C=1SC=C(N1)C(=O)NC1CNCC1 2-(1-phenyl-1H-pyrazol-4-yl)-N-(pyrrolidin-3-yl)-1,3-thiazole-4-carboxamide